COC=1C=C(C=CC1OC)C=1OC2=CC=C(C(=C2C(C1)=O)O)OC 3,4-dimethoxyphenyl-5-hydroxy-6-methoxy-4H-chromen-4-one